2-(cyclohexylmethyl)benzofuran C1(CCCCC1)CC=1OC2=C(C1)C=CC=C2